2,6-dimethylpiperidinyl-acetic acid CC1N(C(CCC1)C)CC(=O)O